4-((2-((cyclopentyloxy)methyl)-2'-fluoro-3',5'-dimethoxy-4'-methyl-[1,1'-biphenyl]-4-yl)oxy)tetrahydro-2H-pyran-4-carboxylic acid C1(CCCC1)OCC1=C(C=CC(=C1)OC1(CCOCC1)C(=O)O)C1=C(C(=C(C(=C1)OC)C)OC)F